ClC(=O)N1CC2(CC1)CCN(CC2)C(=O)OC(C)(C)C tert-Butyl 2-(chlorocarbonyl)-2,8-diazaspiro[4.5]decane-8-carboxylate